NC1CC2(C(N(CC3=CC=C(C=C23)Cl)C)=O)C1 3-amino-6'-chloro-2'-methyl-1',2'-dihydro-3'h-spiro[cyclobutane-1,4'-isoquinoline]-3'-one